FC(C1C(NC2=CC=C(C=C2N1)F)=O)F 3-(difluoromethyl)-6-fluoro-3,4-dihydroquinoxalinone